1,3'-bipyridine N1(CC=CC=C1)C=1C=NC=CC1